N,N-diethyl-N-nonylamine C(C)N(CCCCCCCCC)CC